tert-butyl N-[1-(hydroxymethyl)-5-methyl-6,7-dihydro-4H-2-benzothiophen-5-yl]carbamate OCC=1SC=C2C1CCC(C2)(C)NC(OC(C)(C)C)=O